COCOCCCC(CC(CC(CC(CC(CC(CCCI)C)C)C)C)C)C 17-iodo-4,6,8,10,12,14-hexamethylheptadecyl methoxymethyl ether